ClC1=C(OC2=CC=C(C=C2)C=2N(N=C3C2C=NC=C3)[C@H]3CN(CCC3)C(C=C)=O)C=CC=C1F (R)-1-(3-(3-(4-(2-chloro-3-fluorophenoxy)phenyl)-2H-pyrazolo[4,3-c]pyridin-2-yl)piperidin-1-yl)prop-2-en-1-one